Cl.CC=1N=CN(C1)C12CCC(CC1)(CC2)N 4-(4-methylimidazol-1-yl)bicyclo[2.2.2]octan-1-amine, hydrochloride